(S)-5-(((3-((2-(4-hydroxy-4-methylpiperidin-1-yl)pyrimidin-4-yl)amino)-5-isopropylisoquinolin-8-yl)oxy)methyl)-1-methylpyrrolidin-2-one OC1(CCN(CC1)C1=NC=CC(=N1)NC=1N=CC2=C(C=CC(=C2C1)C(C)C)OC[C@@H]1CCC(N1C)=O)C